CC=1N=C(NC1C)C=1C(=CC(=NC1)NC1=NC(=NC=C1)C=1C=NN(C1)C)NC(C)C 5-(4,5-dimethyl-1H-imidazol-2-yl)-N4-isopropyl-N2-(2-(1-methyl-1H-pyrazol-4-yl)pyrimidin-4-yl)pyridine-2,4-diamine